nonadecanoate C(CCCCCCCCCCCCCCCCCC)(=O)[O-]